O=C1N(C(CC1)=O)C(C(=O)O)C1=CC=C(C=C1)F 2-(2,5-Dioxopyrrolidin-1-yl)-2-(4-fluorophenyl)acetic acid